6-methoxy-9,9-dimethyl-2-((4-phenethylpiperazin-1-yl)methyl)-9,10-dihydroacridine COC=1C=C2NC=3C=CC(=CC3C(C2=CC1)(C)C)CN1CCN(CC1)CCC1=CC=CC=C1